ClC1=NC=C(C(=C1)N1C(C=C(C=C1C)OC([2H])C1=NC=C(C=C1F)F)=O)C 2'-chloro-4-((3,5-difluoropyridin-2-yl)methoxy-d)-5',6-dimethyl-2H-[1,4'-bipyridin]-2-one